C(C1=CC=CC=C1)OC(=O)N1CCN(CC1)CC(C1CCNCC1)(F)F 4-[2,2-difluoro-2-(4-piperidinyl)ethyl]piperazine-1-carboxylic acid benzyl ester